5-methyl-N-(thiazol-4-yl)pyridine-3-sulfonamide formate salt C(=O)O.CC=1C=C(C=NC1)S(=O)(=O)NC=1N=CSC1